(S)-N-methoxy-4-(4-methoxybenzyl)-N-methyl-5-oxomorpholine-2-carboxamide CON(C(=O)[C@@H]1CN(C(CO1)=O)CC1=CC=C(C=C1)OC)C